BrC=1C=C2C=C(CC(C2=CC1)(Cl)NC(=O)C=1N(N=C(C1)C(F)(F)F)C1=NC=CC=C1Cl)C(N)=O N-(6-bromo-3-carbamoyl-1-chloro-1-naphthyl)-2-(3-chloro-2-pyridyl)-5-(trifluoromethyl)pyrazole-3-carboxamide